4-(2-methoxy-4-allylphenoxy)phthalonitrile COC1=C(OC=2C=C(C(C#N)=CC2)C#N)C=CC(=C1)CC=C